[Li].O1COCC1 1,3-dioxolane lithium salt